FC(C=1C2=CN(N=C2C(=C(C1)C1=CC=C(C=C1)CCN1CCC(CC1)O)C)C(C(=O)NC=1SC=CN1)C1=C2N(C=N1)C[C@@H](C2)F)F 2-[4-(difluoromethyl)-6-[4-[2-(4-hydroxy-1-piperidinyl)ethyl]phenyl]-7-methyl-indazol-2-yl]-2-[(6R)-6-fluoro-6,7-dihydro-5H-pyrrolo[1,2-c]imidazol-1-yl]-N-thiazol-2-yl-acetamide